(P)-((5S)-5-(fluoromethyl)-2-(2-propenoyl)-2,6-diazaspiro[3.4]octan-6-yl)-7,7-dimethyl-4-(5-methyl-1H-indazol-4-yl)-5,6,7,8-tetrahydro-3-quinolinecarbonitrile FC[C@@H]1C2(CN(C2)C(C=C)=O)CCN1C1=NC=2CC(CCC2C(=C1C#N)C1=C2C=NNC2=CC=C1C)(C)C